ClC1=C(C=CC=C1Cl)N1CCN(CC1)CCCC1CCNCC1 1-(2,3-Dichlorophenyl)-4-(3-(piperidin-4-yl)propyl)piperazine